Cl.C(C1=CC=CC=C1)OCC1(CCNCC1)CCC1=CC=CC=C1 4-((benzyloxy)methyl)-4-phenethyl-piperidine hydrochloride